5-methyl-1-oxo-2,5-diazaspiro[3.4]octane-6-carboxylic Acid CN1C2(CNC2=O)CCC1C(=O)O